FC=1C=C(C=CC1)NC1=C(C(=O)O)C=CC=C1 2-((3-fluorophenyl)amino)benzoic acid